N-ethyl-5-fluoro-2-((5-(2-(1-hydroxy-4-methylpent-3-yl)-2,6-diazaspiro[3.4]oct-6-yl)-1,2,4-triazin-6-yl)oxy)-N-isopropylbenzamide C(C)N(C(C1=C(C=CC(=C1)F)OC1=C(N=CN=N1)N1CC2(CN(C2)C(CCO)C(C)C)CC1)=O)C(C)C